C(C)(C)(C)OC(=O)N1CCC(CC1)OC1CCN(CC1)C1=C2CCCN(C2=CC=C1)[C@H]1C(NC(CC1)=O)=O |r| Racemic-4-[[1-[1-(2,6-dioxo-3-piperidinyl)-3,4-dihydro-2H-quinolin-5-yl]-4-piperidinyl]-oxy]piperidine-1-carboxylic acid tert-butyl ester